tetrabromoPhthalic acid BrC=1C(=C(C(=C(C1C(=O)O)C(=O)O)Br)Br)Br